COC=1C=C2C=3C=CC=C4C(=CN(C34)CCCCCOC(C1)=C2)CCCOC2=CC=CC1=CC=CC=C21 (rac)-12-Methoxy-1-[3-(naphthalin-1-yloxy)propyl]-5,6,7,8-tetrahydro-4H-10,14-(metheno)[1,7]oxazacyclotetradecino[9,8,7-hi]indol